S(=O)(=O)([O-])[O-].[As]([O-])(O)(O)=O.[Fe+3] ferric arsenate sulphate